ClC=1C=C(C=CC1)[C@]1([C@H](C1)C(=O)NC1=NC=NC(=C1)NCC=1N=C2N(C=C(C=C2N2C(N(C(C2)=O)C)=O)C2CC2)C1)F (1R,2S)-2-(3-chlorophenyl)-N-(6-(((6-cyclopropyl-8-(3-methyl-2,4-dioxoimidazolidin-1-yl)imidazo[1,2-a]pyridin-2-yl)methyl)amino)pyrimidin-4-yl)-2-fluorocyclopropane-1-carboxamide